S(=O)(=O)(O)N[C@@H](CC1=CNC=N1)C(=O)O sulfohistidine